C(=S)(Cl)Cl carbothioyl chloride